C(C1C(CCCC1)N)C1C(CCCC1)N 2,2'-Methylenbis(cyclohexan-1-amin)